2,3,5-triiodobenzoate IC1=C(C(=O)[O-])C=C(C=C1I)I